6-((11H-dipyrido[2,3-b:3',2'-f]azepin-11-yl)methyl)-N-hydroxynicotinamide N1=CC=CC2=C1N(C1=C(C=C2)C=CC=N1)CC1=NC=C(C(=O)NO)C=C1